BrC1=CC2=C(CCC=3C(=NN(C23)C2=NC=NC=C2)C(=O)N2C(C(NCC2)=O)(C)C)C=C1OC 4-(8-bromo-7-methoxy-1-(pyrimidin-4-yl)-4,5-dihydro-1H-benzo[g]indazole-3-carbonyl)-3,3-dimethylpiperazin-2-one